NC1=C(C(=O)OC)C=C(C(=C1F)Br)OC methyl 2-amino-4-bromo-3-fluoro-5-methoxy-benzoate